N-(2-chloro-4,6-dimethylphenyl)-3,5-bis(trifluoromethyl)benzamide ClC1=C(C(=CC(=C1)C)C)NC(C1=CC(=CC(=C1)C(F)(F)F)C(F)(F)F)=O